6-(3-((benzyloxy)methyl)-4-ethyl-5-oxo-4,5-dihydro-1H-1,2,4-triazol-1-yl)-4-(2-hydroxypropan-2-yl)isoquinolin-1(2H)-one C(C1=CC=CC=C1)OCC1=NN(C(N1CC)=O)C=1C=C2C(=CNC(C2=CC1)=O)C(C)(C)O